[N+](=[N-])=CC(CC[C@@H](C(=O)OC(C)C)NC(=O)[C@@H]1OCCCC1)=O isopropyl (S)-6-diazo-5-oxo-2-((R)-tetrahydro-2H-pyran-2-carboxamido)hexanoate